FC1=C2CCN(C2=CC(=C1)F)CC=1C=C(C=C2C(C=C(OC12)N1CCOCC1)=O)C(=O)N(C)CCN(C)C 8-((4,6-difluoroindolin-1-yl)methyl)-N-(2-(dimethylamino)ethyl)-N-methyl-2-morpholino-4-oxo-4H-chromene-6-carboxamide